The molecule is a monoterpenoid with an epoxy-bridged cyclic dicarboxylic anhydride structure secreted by many species of blister beetle, and most notably by the Spanish fly, Lytta vesicatoria. Natural toxin inhibitor of protein phosphatases 1 and 2A. It has a role as an EC 3.1.3.16 (phosphoprotein phosphatase) inhibitor and a herbicide. It is a monoterpenoid and a cyclic dicarboxylic anhydride. C[C@@]12[C@H]3CC[C@@H]([C@@]1(C(=O)OC2=O)C)O3